(7-(3,5-Difluorophenoxy)-3-hydroxy-2,3-dihydro-1H-inden-4-yl)(imino)(methyl)-λ6-sulfanone FC=1C=C(OC=2C=CC(=C3C(CCC23)O)S(=O)(C)=N)C=C(C1)F